ClC1=CC=C(C(=N1)N1N=C(C=C1C)C#N)C(COC)=O 1-[6-chloro-3-(2-methoxyacetyl)-2-pyridinyl]-5-methyl-pyrazole-3-carbonitrile